ethyl Trifluoromethacrylate FC(C(C(=O)OCC)=C)(F)F